C(C)(=O)C=1C=CC(=NC1)CN(C(OC(C)(C)C)=O)[C@H](C)C1=NC=CC=N1 tert-butyl (R)-((5-acetylpyridin-2-yl)methyl)(1-(pyrimidin-2-yl)ethyl)carbamate